C(C)N(C1=C(C(=NC(=C1F)F)NCC(=O)OCC)F)CC Ethyl 2-{[4-(diethylamino)-3,5,6-trifluoropyridin-2-yl]amino}acetate